N,N'-dimethyl-4,4'-bipyridyl dichloride [Cl-].[Cl-].CN1C=CC(C=C1)=C1C=CN(C=C1)C